CC(CC(=O)Cl)(C)C 3,3-dimethylbutyrylchloride